2-bromo-5-(2,8-dimethyl-[1,2,4]triazolo[1,5-a]pyridin-6-yl)-6-isopropyl-4H-thieno[3,2-b]pyrrole BrC1=CC=2NC(=C(C2S1)C(C)C)C=1C=C(C=2N(C1)N=C(N2)C)C